2,4-dichloronicotinoyl chloride ClC1=C(C(=O)Cl)C(=CC=N1)Cl